FC1=CC=2N(C=C1)C(=CN2)C2=C1CNC(C1=C(C=C2)NC2=NC(=C(C=C2)[C@H]2COCC2)CNCC(F)(F)F)=O (S)-4-(7-fluoroimidazo[1,2-a]pyridin-3-yl)-7-((5-(tetrahydrofuran-3-yl)-6-(((2,2,2-trifluoroethyl)amino)methyl)pyridin-2-yl)amino)isoindolin-1-one